4-((17-amino-3,6,9,12,15-pentaoxaheptadecyl)amino)-N-(4-cyclopropyl-5-methylthiazol-2-yl)-2-methylbenzamide NCCOCCOCCOCCOCCOCCNC1=CC(=C(C(=O)NC=2SC(=C(N2)C2CC2)C)C=C1)C